methyl 4-cyclopropyl-3-(N-(4-fluoro-2-(piperidin-2-yl)-5-(trifluoromethyl)phenyl)sulfamoyl)benzoate C1(CC1)C1=C(C=C(C(=O)OC)C=C1)S(NC1=C(C=C(C(=C1)C(F)(F)F)F)C1NCCCC1)(=O)=O